COC=1C=C(C=CC1C(=O)O)C1=CC=C(C=C1)NC([C@@H]1N(CCC1)C(NC1=CC=C(C=C1)C(C)C)=O)=O 3-Methoxy-4'-[(1-{[4-(propan-2-yl)phenyl]carbamoyl}-D-prolyl)amino][1,1'-biphenyl]-4-carboxylic acid